1-cyanocyclopentane-1-carboxylic acid C(#N)C1(CCCC1)C(=O)O